2,6-bis(bromomethyl)isonicotinamide BrCC=1C=C(C(=O)N)C=C(N1)CBr